C[C@H]1N([C@@H](COC1)C)C(=S)C1=C(C(=O)N)C=CC=C1 ((3R,5R)-3,5-Dimethylmorpholine-4-thiocarbonyl)benzamide